N-(4-(2-hydroxyethyl)-5-(2-hydroxyethyl)pyridin-2-yl)pivalamide OCCC1=CC(=NC=C1CCO)NC(C(C)(C)C)=O